CN1N=C(C2=CC(=CC=C12)C=1N=C2N(C(C1)=O)C=C(C=C2[C@@H](C)NC2=C(C(=O)OC(C)(C)C)C=CC=C2)C)C tert-butyl (R)-2-((1-(2-(1,3-dimethyl-1H-indazol-5-yl)-7-methyl-4-oxo-4H-pyrido[1,2-a]pyrimidin-9-yl)ethyl)amino)benzoate